O=C1NC(CCC1N1C(C2=CC=C(C=C2C1=O)NCCCCCC(N1CCC(CC1)C1=C(C=CC=C1)C)=O)=O)=O 2-(2,6-dioxopiperidin-3-yl)-5-((6-oxo-6-(4-(o-tolyl)piperidin-1-yl)hexyl)amino)isoindoline-1,3-dione